4-((S)-3-aminopiperidin-1-yl)-N-(5-fluoro-6-(2-fluoro-6-methoxyphenyl)pyridin-2-yl)-5-(1-(2,2,2-trifluoroethyl)-1H-pyrazol-4-yl)pyridin-2-amine N[C@@H]1CN(CCC1)C1=CC(=NC=C1C=1C=NN(C1)CC(F)(F)F)NC1=NC(=C(C=C1)F)C1=C(C=CC=C1OC)F